1,1-dimethylethyl [(1R)-1-({[6-(spiro[1-benzofuran-3,1'-cyclopropan]-4-yloxy)-3-pyridinyl]amino}carbonyl)propyl]carbamate C12(CC1)COC1=C2C(=CC=C1)OC1=CC=C(C=N1)NC(=O)[C@@H](CC)NC(OC(C)(C)C)=O